formic acid, Cyanide C(=O)C#N